13,16,19,22-octacosatetraenoic acid C(CCCCCCCCCCCC=CCC=CCC=CCC=CCCCCC)(=O)O